ClC=1C=CC(=C(C(=O)O)C1)NC(C)C=1C=C(C=C2C(C=C(OC12)N1CCC(CC1)(C)C)=O)C 5-Chloro-2-[1-[2-(4,4-dimethyl-1-piperidyl)-6-methyl-4-oxo-chromen-8-yl]ethylamino]benzoic acid